BrC1=CC2=C(N=CN=C2N[C@H](C)C=2C(=C(C=CC2)C(CNC(OC(C)(C)C)=O)(F)F)F)N(C1=O)C tert-butyl N-[2-[3-[(1R)-1-[(6-bromo-8-methyl-7-oxo-pyrido[2,3-d]pyrimidin-4-yl)amino]ethyl]-2-fluoro-phenyl]-2,2-difluoro-ethyl]carbamate